2-amino-1-morpholin-4-yl-ethanone HCL Cl.NCC(=O)N1CCOCC1